CC1(OB(OC1(C)C)[C@@H]1[C@@H]2COC[C@]12C)C |&1:8| rac-4,4,5,5-tetramethyl-2-((1R,5S)-1-methyl-3-oxabicyclo[3.1.0]hexan-6-yl)-1,3,2-dioxaborolane